FC(C1=NN=C(S1)C1=CN=C2N1C=C(C=C2N2[C@@H]1[C@H](OCC2)COC1)S(=O)(=O)NC1(CC1)C)F |o1:17,18| rel-3-(5-(difluoromethyl)-1,3,4-thiadiazol-2-yl)-8-((4aS,7aS)-hexahydro-4H-furo[3,4-b][1,4]oxazin-4-yl)-N-(1-methylcyclopropyl)imidazo[1,2-a]pyridine-6-sulfonamide